C(=O)OCCOCCOC=O diethylene glycol diformate